Cl.NC[C@@]1([C@H](CN(C1)S(=O)(=O)C1=NC=C(C=C1)Cl)OC1=CC(=C(C#N)C=C1)F)O 4-(((3S,4R)-4-(aminomethyl)-1-((5-chloropyridin-2-yl)sulfonyl)-4-hydroxypyrrolidin-3-yl)oxy)-2-fluorobenzonitrile, Hydrochloride